4-(4,6-dimethyl-1,3,5-triazine-2-yl)aniline CC1=NC(=NC(=N1)C)C1=CC=C(N)C=C1